4-(2-chloro-7-iodo-5-p-toluenesulfonyl-5H-pyrrolo[3,2-d]pyrimidin-4-yl)-3-methylmorpholine ClC=1N=C(C2=C(N1)C(=CN2S(=O)(=O)C2=CC=C(C)C=C2)I)N2C(COCC2)C